4-((1H-1,2,4-triazol-1-yl)methyl)-1-(4-fluorophenethyl)-1H-1,2,3-triazole N1(N=CN=C1)CC=1N=NN(C1)CCC1=CC=C(C=C1)F